FC=1C=C(C=CC1F)[C@H]1[C@@H](C1)NC=1C2=C(N=C(N1)SCCC)N(N=N2)[C@@H]2C[C@@H](O[C@H]2CO)C(=O)O (2r,4r,5r)-4-(7-(((1r,2s)-2-(3,4-difluorophenyl)cyclopropyl)amino)-5-(propylsulfanyl)-3H-[1,2,3]triazolo[4,5-d]pyrimidin-3-yl)-5-(hydroxymethyl)tetrahydrofuran-2-carboxylic acid